N-[1-[[2-chloro-5-(1-cyclopropyl-6-oxo-3-pyridyl)phenyl]methyl]-2-[4-(4-methyl-1,2,4-triazol-3-yl)anilino]-2-oxo-ethyl]-3-methyl-isoxazole-4-carboxamide ClC1=C(C=C(C=C1)C1=CN(C(C=C1)=O)C1CC1)CC(C(=O)NC1=CC=C(C=C1)C1=NN=CN1C)NC(=O)C=1C(=NOC1)C